2,5-dichloro-4-(2-methylpiperidin-1-yl)pyrimidine ClC1=NC=C(C(=N1)N1C(CCCC1)C)Cl